FC(C=1C=C(C=C(C1)C(F)(F)F)[C@H]([C@H](C)N(C(=O)C=1C=C(C=CC1)CCC(=O)O)C(C)C)O)(F)F 3-(3-(((1R,2S)-1-(3,5-bis(trifluoromethyl)phenyl)-1-hydroxypropan-2-yl)(isopropyl)carbamoyl)phenyl)propanoic acid